BrC1=NC=C(C(=N1)N)[N+](=O)[O-] 2-bromo-5-nitropyrimidin-4-amine